C1(=CC=C(C=C1)C1=C(C=C(C=C1N(C1=CC=CC=C1)C1=CC=CC=C1)N(C1=CC=CC=C1)C1=CC=CC=C1)N)C1=CC=CC=C1 ([1,1'-biphenyl]-4-yl)-N3,N3,N5,N5-tetraphenylbenzene-1,3,5-triamine